3-[2-chloro-3-[4-[1-(2-oxo-1-pyridyl)cyclopropyl]phenyl]phenyl]piperidine-2,6-dione ClC1=C(C=CC=C1C1=CC=C(C=C1)C1(CC1)N1C(C=CC=C1)=O)C1C(NC(CC1)=O)=O